BrC=1C=C2C(=CNC2=CC1)NC1=NC2=C(N1)C=CC(=C2)C#N 2-[(5-bromo-1H-indol-3-yl)amino]-1H-benzo[d]imidazole-5-carbonitrile